N1(CCC1)C1=NC=C(C=N1)C(C)(O)[2H] 1-(2-(azetidin-1-yl)-pyrimidin-5-yl)ethan-1-d-1-ol